5-((S)-2-((S)-2-Amino-3-methylbutanamido)propanamido)-2-(((S)-5-carboxy-5-(4-(((2,4-diaminopteridin-6-yl)methyl)amino)benzamido)pentyl)amino)benzoic acid N[C@H](C(=O)N[C@H](C(=O)NC=1C=CC(=C(C(=O)O)C1)NCCCC[C@H](NC(C1=CC=C(C=C1)NCC=1N=C2C(=NC(=NC2=NC1)N)N)=O)C(=O)O)C)C(C)C